N1=C(C=NC=C1)[C@@H](C)NC(=O)[C@@H]1CN(CC[C@H]1NC(=O)C1=NOC(=C1)C1=C(C=C(C=C1F)F)F)C1CCCCC1 |o1:11,16| (3R*,4R*)-1-Cyclohexyl-4-{[5-(2,4,6-trifluoro-phenyl)-isoxazole-3-carbonyl]-amino}-piperidine-3-carboxylic acid ((R)-1-pyrazin-2-yl-ethyl)-amide